NC=1C(=C(SC1C(C1=CC=CC=C1)=O)NC1=C(C=CC(=C1)OC)OC)C(=O)NCCC1=CCCCC1 4-amino-5-benzoyl-N-[2-(cyclohex-1-en-1-yl)ethyl]-2-[(2,5-dimethoxyphenyl)amino]thiophene-3-carboxamide